SSCC(C)SS 1,2-bis(mercaptothio)propane